2-(4-methyl-3-pentenyl)-6-chloro-9-acryloyloxy-10-methoxy-1,4-dihydro-1,4-methanoanthracene CC(=CCCC=1C2C3=C(C4=CC=C(C=C4C(=C3C(C1)C2)OC)Cl)OC(C=C)=O)C